(5-ethyl-2-methyl-1,3,2-dioxaphosphorinan-5-yl)methyl dimethyl phosphonate P-oxide CCC1(COP(=O)(OC1)C)COP(=O)(C)OC